Cl.COC([C@H]([C@@H](C)O)N)=O (2S,3R)-2-amino-3-hydroxybutyric acid methyl ester hydrochloride